5-(4-chlorobenzyl)-8-isopropyl-2-(6-methyl-pyridin-3-yl)-2,5,8-triazaspiro[3.5]nonane-6,9-dione ClC1=CC=C(CN2C3(CN(C3)C=3C=NC(=CC3)C)C(N(CC2=O)C(C)C)=O)C=C1